3-(5-bromo-2-thienyl)-5-(trifluoromethyl)-4,5-dihydro-1,2-oxazol-5-ol BrC1=CC=C(S1)C1=NOC(C1)(O)C(F)(F)F